Br(=O)(=O)[O-].C(CCCCCCCCC)[N+](C)(C)C decyltrimethylammonium bromate